7-[cyclopropylmethyl-(nitroso)amino]-3,3-dimethyl-2-oxo-indoline-1-carboxylic acid tert-butyl ester C(C)(C)(C)OC(=O)N1C(C(C2=CC=CC(=C12)N(N=O)CC1CC1)(C)C)=O